C(C1=CC=CC=C1)OC=1C(=CC2=CC(=C(C=C2C1)OCC1=CC=CC=C1)Br)N 3,6-bis(benzyloxy)-7-bromonaphthalen-2-amine